C(C)(C)(C)OC([C@H](CCNC1=C(C=CC=C1F)NC(=O)OC(C)(C)C)NC(=O)OC(C)(C)C)=O (S)-2-((tert-butoxycarbonyl)amino)-4-((2-((tert-butoxycarbonyl)amino)-6-fluorophenyl)amino)butanoic acid tert-butyl ester